CN1C(C=2CCN(CC2C=C1)C(=O)O)=O.FC=1C(=C(C=NC1)NC(\C=C\C1=CC=C2C(=NNC2=C1)C)=O)C (2E)-N-(5-fluoro-4-methylpyridin-3-yl)-3-(3-methyl-1H-indazol-6-yl)prop-2-enamide 6-methyl-5-oxo-3,4,5,6-tetrahydro-2,6-naphthyridine-2(1H)-carboxylate